(S)-2-{[6-ethyl-2-(3-((2-(3-fluoroazetidin-1-yl)-2-oxoethyl)(methyl)amino)pyrrolidin-1-yl)imidazo[2,1-b][1,3,4]thiadiazol-5-yl](methyl)amino}-4-(4-fluorophenyl)thiazole-5-carbonitrile C(C)C=1N=C2SC(=NN2C1N(C=1SC(=C(N1)C1=CC=C(C=C1)F)C#N)C)N1C[C@H](CC1)N(C)CC(=O)N1CC(C1)F